OC(\C=C/C(=O)[O-])=O (Z)-4-hydroxy-4-oxobut-2-enoate